[N+](=O)([O-])C1=C(CO[C@H]2[C@@H](O[C@@H]([C@H]2O)CO)N2C=NC=3C(O)=NC=NC23)C=CC=C1 2'-O-(2-nitrobenzyl)-inosine